C(C=C)(=O)OC1=C2C(NC(C2=CC(=C1)OC(C=C)=O)CC1=CC=CC=C1)=O Benzyl-3-oxoisoindoline-4,6-diyl diacrylate